ClC=1C=C(C=CC1O)NC(=O)NC=1SC2=C(N1)C=CC(=C2)C2=NN=NN2 1-(3-chloro-4-hydroxyphenyl)-3-[6-(1H-tetrazol-5-yl)-1,3-benzothiazol-2-yl]urea